C1=C2N=CN=C3C2=C(OCC2C4CCC(CN32)N4C(=O)[O-])N=C1 5a,6,7,8,9,10-hexahydro-5H-4-oxa-3,10a,11,13,14-pentaaza-6,9-methanonaphtho[1,8-ab]heptalene-14-carboxylate